4-methylpiperazine-1-carboxylic acid [(2s,3s,4E,6r,7s,10r)-10-hydroxy-2-[(E)-1-(1-hydroxyisoquinolin-7-yl) prop-1-en-2-yl]-3,7-dimethyl-12-oxo-1-oxocyclododec-4-en-6-yl] ester O[C@@H]1CC[C@@H]([C@H](/C=C/[C@@H]([C@H](C(C(C1)=O)=O)/C(=C/C1=CC=C2C=CN=C(C2=C1)O)/C)C)OC(=O)N1CCN(CC1)C)C